(2S)-2-amino-3-(4-bromo-2-fluoro-phenyl)propanamide N[C@H](C(=O)N)CC1=C(C=C(C=C1)Br)F